O=CCCC(=O)O 2-oxoethylacetic acid